3-methyl-3-(p-toluenyl)cyclopentane-1-one CC1(CC(CC1)=O)C1=CC=C(C)C=C1